N-(3-cyano-4-(6-(6-((6-methoxypyridin-3-yl)methyl)-3,6-diazabicyclo[3.1.1]heptan-3-yl)pyridin-3-yl)pyrazolo[1,5-a]pyridin-6-yl)-2-hydroxy-2-methylpropanamide C(#N)C=1C=NN2C1C(=CC(=C2)NC(C(C)(C)O)=O)C=2C=NC(=CC2)N2CC1N(C(C2)C1)CC=1C=NC(=CC1)OC